COC1=CC=C(C=C1)C(=CC=O)C1=CC=C(C=C1)OC 3,3-bis(4-methoxyphenyl)-2-propen-1-al